((S)-2-cyclopropyl-2-(2-((4-(5-fluoro-2-methoxypyridin-4-yl)-3-((S)-1-methoxy-2,2-dimethylpropyl)benzyl)oxy)pyridin-4-yl)ethyl)(methyl)phosphinic acid C1(CC1)[C@H](CP(O)(=O)C)C1=CC(=NC=C1)OCC1=CC(=C(C=C1)C1=CC(=NC=C1F)OC)[C@H](C(C)(C)C)OC